tert-butyl (S)-(1-((4-(1-methyl-6-oxo-1,6-dihydropyridin-3-yl)phenyl)amino)-1-oxo-3,3-diphenylpropan-2-yl)carbamate CN1C=C(C=CC1=O)C1=CC=C(C=C1)NC([C@H](C(C1=CC=CC=C1)C1=CC=CC=C1)NC(OC(C)(C)C)=O)=O